C(C)(C)(C)OC(=O)N1OC1C1=CC=C(C=C1)C#N N-tert-butyloxycarbonyl-3-(4-cyanophenyl)oxaziridine